C1(CC1)C1=NC(=CC=C1O[C@@H]1C[C@H](CCC1)C(=O)OC)C=1N=NN(C1COC(N(C)CCCCF)=O)C (1S,3S)-methyl 3-((2-cyclopropyl-6-(5-((((4-fluorobutyl)(methyl)carbamoyl)oxy)methyl)-1-methyl-1H-1,2,3-triazol-4-yl)pyridin-3-yl)oxy)cyclohexanecarboxylate